C(CCCCCCCCCCC)OC[C@@H](OC(C)=O)COP(=O)([O-])OCC[N+](C)(C)C 1-dodecyl-2-acetyl-sn-glycero-3-phosphocholine